(S)-3-(5-(4-((1-(4-((3S,4R)-3-(4-fluorophenyl)-7-hydroxyisochroman-4-yl)phenyl)piperidin-4-yl)methyl)piperazin-1-yl)-1-oxoisoindolin-2-yl)piperidine-2,6-dione FC1=CC=C(C=C1)[C@H]1OCC2=CC(=CC=C2[C@H]1C1=CC=C(C=C1)N1CCC(CC1)CN1CCN(CC1)C=1C=C2CN(C(C2=CC1)=O)[C@@H]1C(NC(CC1)=O)=O)O